N-[(3,5-Difluoro-phenyl)-methyl]-4-methyl-6-morpholin-4-yl-2-propyl-pyridine-3-carboxylic acid amide FC=1C=C(C=C(C1)F)CNC(=O)C=1C(=NC(=CC1C)N1CCOCC1)CCC